ClC1=CC(=CN1)C(=O)N1C(CC1)C(=O)NC=1SC=C(N1)C1=CC(=CC=C1)C1=CC=NC=C1 1-(5-Chloro-1H-pyrrole-3-carbonyl)-N-(4-(3-(pyridin-4-yl)phenyl)thiazol-2-yl)azetidine-2-carboxamide